2-(pyrrolidin-1-yl)ethyl ((3S,5R,8R,9S,10S,13R,14S,17R)-14-hydroxy-10,13-dimethyl-17-(5-oxo-2,5-dihydrofuran-3-yl)hexadecahydro-1H-cyclopenta[a]phenanthren-3-yl)carbamate O[C@]12[C@@H]3CC[C@@H]4C[C@H](CC[C@@]4([C@H]3CC[C@@]2([C@H](CC1)C=1COC(C1)=O)C)C)NC(OCCN1CCCC1)=O